5-formyl-4-methoxy-2-phenyl-1-[[4-[2-(ethylaminocarbonylsulfonylamino)-5-isobutyl-3-thienyl]phenyl]methyl]imidazole L-lysine salt N[C@@H](CCCCN)C(=O)O.C(=O)C1=C(N=C(N1CC1=CC=C(C=C1)C1=C(SC(=C1)CC(C)C)NS(=O)(=O)C(=O)NCC)C1=CC=CC=C1)OC